FC1=CC2=C(N=C(S2)N2CCN(CC2)C(=O)C2=C(C=CC=C2)S(=O)(=O)C(C)C)C=C1 [4-(6-fluoro-1,3-benzothiazol-2-yl)piperazin-1-yl]-(2-isopropylsulfonylphenyl)methanone